ClC1=NC=2N([C@H](C(NC2C(=N1)C)=O)C)CC (7S)-2-chloro-8-ethyl-4,7-dimethyl-7,8-dihydropteridin-6(5H)-one